2'-chloro-N-(5-(6-chloro-5-methylpicolinoyl)-5,6-dihydro-4H-pyrrolo[3,4-d]thiazol-2-yl)-5'-methoxy-6-methyl-[4,4'-bipyridine]-3-carboxamide ClC1=NC=C(C(=C1)C1=C(C=NC(=C1)C)C(=O)NC=1SC2=C(N1)CN(C2)C(C2=NC(=C(C=C2)C)Cl)=O)OC